N[C@@H](CCSC[C@@H](C(=O)O)N)C(=O)O |r| DL-cystathionine